CN1C=NC2=CC(=CC=C2C1=O)C(=O)O 3-methyl-4-oxoquinazoline-7-carboxylic acid